CC1=NC2=CC=CC(=C2C(N1C1C(NC(CC1)=O)=O)=O)SCC=1SC(=CN1)CN1CCOCC1 3-(2-methyl-5-(((5-(morpholinomethyl)thiazol-2-yl)methyl)thio)-4-oxoquinazolin-3(4H)-yl)piperidine-2,6-dione